BrC1=CN=CC2=CC(=CC=C12)C(=O)OC methyl 4-bromoisoquinoline-7-carboxylate